[N+](=O)(O)[O-].CC1=C(N=CN1)C dimethyl-imidazole nitrate